C(C)(C)(C)OC(CCCCCCCCCCCCCCCC(=O)O)=O 17-(tert-butoxy)-17-oxoheptadecanoic acid